C(C)(C)(C)[Si](C)(C)OCC1(CC1)CI tert-butyl((1-(iodomethyl)cyclopropyl)methoxy)dimethylsilane